ClC=1C=CC(=C(C1)C1CC(OC(C1)=O)=O)F 4-(5-chloro-2-fluorophenyl)dihydro-2H-pyran-2,6(3H)-dione